(S)-2-(4-(6-((1H-pyrazol-3-yl)methoxy)pyridin-2-yl)-2,5-difluorobenzyl)-1-(oxetan-2-ylmethyl)-1H-benzo[d]imidazole-6-carboxylic acid N1N=C(C=C1)COC1=CC=CC(=N1)C1=CC(=C(CC2=NC3=C(N2C[C@H]2OCC2)C=C(C=C3)C(=O)O)C=C1F)F